BrC=1C=C2C(C(NC2=CC1)=O)=CC=1NC(=CC1C(=O)O)C 2-(5-bromo-2-oxo-1,2-dihydro-indol-3-ylidenemethyl)-5-methyl-1H-pyrrole-3-carboxylic acid